OCC=1C=C(C=CC1)[C@H]1CCC2=NC=3C(=NC(=CC3)C=3C=NC(=NC3)N3C[C@H](N(CC3)C(C)=O)C)N21 1-((R)-4-(5-((R)-8-(3-(hydroxymethyl)phenyl)-7,8-dihydro-6H-pyrrolo[2',1':2,3]imidazo[4,5-b]pyridin-2-yl)pyrimidin-2-yl)-2-methylpiperazin-1-yl)ethanone